2-(1-methylpiperazin-4-yl)-1H-pyrrole CN1CCN(CC1)C=1NC=CC1